(2,5-dibromophenyl)methanol BrC1=C(C=C(C=C1)Br)CO